CN1N=CC(=C1)[C@H]1CCCC=2N1N=C(N2)C(=O)N[C@@H]2C(N(C=1N(CC2)N=CC1)C)=O |r| rac-(5R)-5-(1-methylpyrazol-4-yl)-N-[rac-(6S)-4-methyl-5-oxo-7,8-dihydro-6H-pyrazolo[1,5-a][1,3]diazepin-6-yl]-5,6,7,8-tetrahydro-[1,2,4]triazolo[1,5-a]pyridine-2-carboxamide